n-butyl-hydroxytoluene tert-butyl-(S)-4-(7-bromo-2-chloro-8-fluoroquinazolin-4-yl)-2-(cyanomethyl)piperazine-1-Formate C(C)(C)(C)OC(=O)N1[C@H](CN(CC1)C1=NC(=NC2=C(C(=CC=C12)Br)F)Cl)CC#N.C(CCC)C(C1=CC=CC=C1)O